CC=1N(C(=C2C(N(N=CC21)C2=CC=CC=C2)=O)C)C=2C=C(C(=O)OCC)C=CC2 Ethyl 3-(5,7-dimethyl-1-oxo-2-phenyl-1H-pyrrolo[3,4-d]pyridazin-6(2H)-yl)benzoate